FC=1C=C(C=CC1CN1C2=C(C=3C=C(C=CC13)OC)N=CC=C2)S(=O)(=O)N 3-fluoro-4-((8-methoxy-5H-pyrido[3,2-b]indol-5-yl)methyl)benzenesulfonamide